O=C(C(=O)O)CCCC(N)=N keto-δ-guanylvaleric acid